N-Boc-L-aspartic acid 1-tert-butyl ester C(C)(C)(C)OC([C@@H](NC(=O)OC(C)(C)C)CC(=O)O)=O